OC=1C=C2[C@H](NC(C2=CC1)=O)C1=C(CC2=CC=CC=C12)CNCC=1C=C2C=CC(C2=CC1)CC1=CN(C=C1)C (3S)-5-hydroxy-3-(2-((((1-((1-methyl-1H-pyrrol-3-yl)methyl)-1H-inden-5-yl)methyl)amino)methyl)-1H-inden-3-yl)isoindolin-1-one